C(C1=CC=CC=C1)OC(=O)N[C@@H](C(C)C)C(=O)[O-] N-((benzyloxy)carbonyl)-L-valinate